1-(1-(tert-butoxycarbonyl)-3-methylazetidin-3-yl)-6-oxo-4-(((trifluoromethyl)sulfonyl)oxy)-1,6-dihydropyridine-3-carboxylic acid methyl ester COC(=O)C1=CN(C(C=C1OS(=O)(=O)C(F)(F)F)=O)C1(CN(C1)C(=O)OC(C)(C)C)C